O[C@H](COC=1C=C(C=CC1)S(=O)(=O)NC)CN[C@H]1COC2(C1)CCN(CC2)S(=O)(=O)C=2C=C1C(=NC2)N(C=N1)C 3-((S)-2-hydroxy-3-((R)-8-(3-methyl-3H-imidazo[4,5-b]pyridin-6-ylsulfonyl)-1-oxa-8-azaspiro[4.5]decan-3-ylamino)propoxy)-N-methylbenzenesulfonamide